tetramethyl-propane-1,1,3,3-tetracarboxylic acid CC(C(C(C(=O)O)(C(=O)O)C)(C)C)(C(=O)O)C(=O)O